(1S,2S)-N-(6-(7-(dimethylamino)-6-fluoro-5-(trifluoromethyl)-1H-indazol-4-yl)imidazo[1,2-b]pyridazin-2-yl)-2-fluorocyclopropane-1-carboxamide CN(C=1C(=C(C(=C2C=NNC12)C=1C=CC=2N(N1)C=C(N2)NC(=O)[C@H]2[C@H](C2)F)C(F)(F)F)F)C